tridecan-7-yl 7-hydroxy-6-(hydroxymethyl)heptanoate OCC(CCCCC(=O)OC(CCCCCC)CCCCCC)CO